5-(4-hydroxybenzylidene)-2,3-dimethyl-3,5-dihydro-4H-imidazol-4-one OC1=CC=C(C=C2C(N(C(=N2)C)C)=O)C=C1